3-[6-(1,2,4-triazol-1-ylmethyl)-3-pyridyl]-5-(trifluoromethyl)-1,2,4-oxadiazole N1(N=CN=C1)CC1=CC=C(C=N1)C1=NOC(=N1)C(F)(F)F